2-(morpholinoethyl)-7-(1-(tetrahydro-2H-pyran-2-yl)-1H-pyrazol-5-yl)pyrrolo[1,2-a]quinoxaline-2-carboxamide O1CCN(CC1)CCC1(C=C2N(C3=CC=C(C=C3N=C2)C2=CC=NN2C2OCCCC2)C1)C(=O)N